O=C1NC=2N(C3(C1)CCC3)N=C(C2C#N)C2=CC=C3C=CC(=NC3=C2)C2=CC=CC=C2 5'-Oxo-2'-(2-phenylquinolin-7-yl)-5',6'-dihydro-4'H-spiro[cyclobutane-1,7'-pyrazolo[1,5-a]pyrimidine]-3'-carbonitrile